BrC=1C=C(C=C(C1)C#N)CC(=O)OCC ethyl 2-(3-bromo-5-cyano-phenyl)acetate